ClC1=C2C=3C(=NC=NC3C=C1C1=C(C(=CC(=N1)N(CC1=CC=C(C=C1)OC)CC1=CC=C(C=C1)OC)C)C(F)(F)F)N(CCO2)CC2=NC(=CC=C2)OC 6-(8-chloro-4-((6-methoxypyridin-2-yl)methyl)-5,6-dihydro-4H-[1,4]oxazepino[5,6,7-de]quinazolin-9-yl)-N,N-bis(4-methoxybenzyl)-4-methyl-5-(trifluoromethyl)pyridin-2-amine